N1=C(C=CC=C1)SSCCC(=O)NCCCCNC(CCSSC1=NC=CC=C1)=O 1,4-bis-(3'-[2-pyridyldithio]-propionamidyl)butane